(1-(p-tolyl)-1H-pyrazol-4-yl)aniline C1(=CC=C(C=C1)N1N=CC(=C1)NC1=CC=CC=C1)C